ClC=1C=C2[C@](NC(NC2=CC1CN1C=NC(=CC1=O)C)=O)(C(F)(F)F)C#CC1CC1 (S)-6-chloro-4-(cyclopropylethynyl)-7-((4-methyl-6-oxopyrimidin-1(6H)-yl)methyl)-4-(trifluoromethyl)-3,4-dihydroquinazolin-2(1H)-one